BrC=1C=CC2=C(N(C(=N2)C(O)C2=CC=NC=C2)CC2=C(C=CC(=C2)C)C)C1 (6-bromo-1-(2,5-dimethylbenzyl)-1H-benzo[d]imidazol-2-yl)(pyridin-4-yl)methanol